BrC1=CC=C(C=2N1C=CN2)NC(=O)NC2=CC(=CC(=C2)C(F)(F)F)CN2CCN(CC2)C 1-(5-bromoimidazo[1,2-a]pyridin-8-yl)-3-(3-((4-methylpiperazin-1-yl)methyl)-5-(trifluoromethyl)phenyl)urea